methacrylamidopropylammonium bis(trifluoromethanesulfonyl)imide salt [N-](S(=O)(=O)C(F)(F)F)S(=O)(=O)C(F)(F)F.C(C(=C)C)(=O)NCCC[NH3+]